C(C)(C)(C)C1=C(C(C(=O)O)=CC=C1)C(=O)O 3-t-butylphthalic acid